N-(2-Hydroxy-2-methylpropyl)-2-(6-methoxypyridin-3-yl)-6-[4-(trifluoromethoxy)phenyl]pyrimidin OC(CN1C(N=CC=C1C1=CC=C(C=C1)OC(F)(F)F)C=1C=NC(=CC1)OC)(C)C